(2S)-2-[(3R)-4-(2-chloro-5-cyano-3-{[8-cyano-4-(cyclopropylamino)pyrazolo[1,5-a][1,3,5]triazin-2-yl]amino}phenyl)-3-(trifluoromethyl)piperazin-1-yl]propanamide ClC1=C(C=C(C=C1NC1=NC=2N(C(=N1)NC1CC1)N=CC2C#N)C#N)N2[C@H](CN(CC2)[C@H](C(=O)N)C)C(F)(F)F